CP(=O)(C)C1=CC=C(C=C1)N1C(N(C=C1)C=1N(N=C2C1[C@@H](NCC2)C)C2=CC(=C(C(=C2)C)F)C)=O (S)-3-(3-(4-(dimethylphosphoryl)phenyl)-2-oxo-2,3-dihydro-1H-imidazol-1-yl)-2-(4-fluoro-3,5-dimethylphenyl)-4-methyl-4,5,6,7-tetrahydro-2H-pyrazolo[4,3-c]Pyridine